ClC1=CC=C2CCNC(C2=C1)C1=C(SC=C1)C 7-chloro-1-(2-methylthiophene-3-yl)-1,2,3,4-tetrahydroisoquinoline